2-Chloro-N3,N3-dimethyl-4-(methylsulfonyl)-N1-(1-phenyl-1H-tetrazol-5-yl)isophthalamid ClC1=C(C(=O)NC2=NN=NN2C2=CC=CC=C2)C=CC(=C1C(=O)N(C)C)S(=O)(=O)C